(2-nitrophenyl)-N-((tetrahydrofuran-2-yl)methyl)-2-(4-(trifluoromethyl)phenyl)oxazole-4-carboxamide [N+](=O)([O-])C1=C(C=CC=C1)C1=C(N=C(O1)C1=CC=C(C=C1)C(F)(F)F)C(=O)NCC1OCCC1